BrC=1C=C2C(=NC(=NC2=C2C1CCC2)C)N[C@H](C)C2=CC(=CC(=C2)C(F)(F)F)[N+](=O)[O-] (R)-6-bromo-2-methyl-N-(1-(3-nitro-5-(trifluoromethyl)phenyl)ethyl)-8,9-dihydro-7H-cyclopenta[H]quinazolin-4-amine